ClC=1C(=CC(=C(C1)NC(=O)C1[C@@H]2CC=3C(=NNC(C3)=O)[C@@H]1CC2)F)C(=O)NC2=CC=CC=C2 (6S,9R)-N-(5-chloro-2-fluoro-4-(phenylaminocarbonyl)phenyl)-3-oxo-3,5,6,7,8,9-hexahydro-2H-6,9-methano-cyclohepta[c]pyridazine-10-carboxamide